2-[[6-(2,2-difluoro-[1,3]dioxolo[4,5-f][1,3]benzoxazol-6-yl)-5-ethylsulfonyl-3-pyridyl]oxy]-2-methyl-propanenitrile FC1(OC2=CC3=C(N=C(O3)C3=C(C=C(C=N3)OC(C#N)(C)C)S(=O)(=O)CC)C=C2O1)F